ClC=1C(=C(C=CC1)NC(C1=C(C=CC=C1)OC1=CC=C(C=C1)F)=O)\C=C\C(NO)=O N-{3-chloro-2-[(1E)-2-(hydroxycarbamoyl)eth-1-en-1-yl]phenyl}-2-(4-fluorophenoxy)benzamide